FC1=C(C(=CC(=C1)Br)F)C(OC=1C=C(C=C(C1)F)F)(F)F 5-[(2,6-difluoro-4-bromophenyl)difluoromethoxy]-1,3-difluorobenzene